Tert-butyl (R)-2-methyl-4-(4-((3-methyl-4-((1-methyl-1H-benzo[d]imidazol-5-yl)methyl)phenyl)amino)quinazolin-6-yl)piperazine-1-carboxylate C[C@H]1N(CCN(C1)C=1C=C2C(=NC=NC2=CC1)NC1=CC(=C(C=C1)CC1=CC2=C(N(C=N2)C)C=C1)C)C(=O)OC(C)(C)C